(1S,2S)-N-(5-(5-ethyl-7-(ethyl-(methyl)amino)-6-fluoro-1H-indazol-4-yl)pyrazolo[1,5-a]pyridin-2-yl)-2-fluorocyclopropane-1-carboxamide C(C)C=1C(=C2C=NNC2=C(C1F)N(C)CC)C1=CC=2N(C=C1)N=C(C2)NC(=O)[C@H]2[C@H](C2)F